6-bromo-2-methyl-3H-imidazo[4,5-b]pyridine BrC=1C=C2C(=NC1)NC(=N2)C